methyl (S)-2-amino-3-(3-(2-((1S,2S,5R)-1-hydroxy-2-isopropyl-5-methylcyclohexane-1-carboxamido)ethyl)phenyl)propanoate N[C@H](C(=O)OC)CC1=CC(=CC=C1)CCNC(=O)[C@]1([C@@H](CC[C@H](C1)C)C(C)C)O